FC=1C=C(CC2=C(C3=C(CNCCC3)S2)C#N)C=CC1 3-fluorobenzyl-5,6,7,8-tetrahydro-4H-thieno[2,3-c]azepine-3-carbonitrile